CC1(CN(CC1)C(=O)OC(C)(C)C)C=1CCN(CC1)C tert-butyl 3-methyl-3-(1-methyl-3,6-dihydro-2H-pyridin-4-yl)pyrrolidine-1-carboxylate